propanol titanium chloride [Cl-].[Ti+4].C(CC)O.[Cl-].[Cl-].[Cl-]